1-(4-nitrophenyl)-5-amino-1H-pyrazole-4-carboxylic acid ethyl ester C(C)OC(=O)C=1C=NN(C1N)C1=CC=C(C=C1)[N+](=O)[O-]